benzofurazan-5-yl-guanylacetic acid N1=C2C(=NO1)C=C(C=C2)C(C(=O)O)C(N)=N